BrC1=C(C=C2C(NC=NC2=C1F)=O)Cl 7-bromo-6-chloro-8-fluoroquinazolin-4(3H)-one